6-((7-(2-(methoxyimino)propanoyl)-7-azaspiro[3.5]nonan-2-yl)amino)pyrimidine-4-carboxamide CON=C(C(=O)N1CCC2(CC(C2)NC2=CC(=NC=N2)C(=O)N)CC1)C